Methylaminoaluminum iodide CN[Al](I)I